COC(=O)C1CC(C1)=O.FC1=CC=C(C=C1)C1=NN2C(N=CC(=C2)C(=O)C2=C(C(=CC(=C2)[N+](=O)[O-])C)O)=C1 (2-(4-fluorophenyl)pyrazolo[1,5-a]pyrimidin-6-yl)(2-hydroxy-3-methyl-5-nitrophenyl)methanone methyl-3-oxocyclobutanecarboxylate